FCCN1C=CC2=CC(=CC=C12)[N+](=O)[O-] 1-(2-fluoroethyl)-5-nitro-1H-indole